C(=O)OC1=C(C=CC(=C1)C=1C=NNC1)C=1N=C2N(C=CC(=N2)C2CC(NC(C2)(C)C)(C)C)C1 5-(1H-pyrazol-4-yl)-2-(7-(2,2,6,6-tetramethylpiperidin-4-yl)imidazo[1,2-a]pyrimidin-2-yl)phenol formate